N-(6-methyl-2-(5-phenyl-1,4-diazepan-1-yl)pyrimidin-4-yl)-1H-indazol-5-amine CC1=CC(=NC(=N1)N1CCNC(CC1)C1=CC=CC=C1)NC=1C=C2C=NNC2=CC1